CC1=C2COC(C2=CC=C1)=O 4-methylisobenzofuran-1(3H)-one